pyrido[3,2-d]pyrimidin-2-amine N1=C(N=CC2=C1C=CC=N2)N